[F-].O[K] hydroxyl-potassium fluoride